ClC1=NC=CC(=N1)NC1=CC=C(C=C1)C1=CCN(C=C1)C(C)OCC 2-Chloro-N-(4-(1-(1-ethoxyethyl)-1H-pyridin-4-yl)phenyl)pyrimidin-4-amine